COC([C@@H](COC)NC(=O)OC(C)(C)C)=O.NC(C(=O)N[C@H]1CN(C[C@H](C1)C)C1=C2C=CC=NC2=C(C=C1)C(F)(F)F)C1CC1 2-amino-2-cyclopropyl-N-[(3R,5S)-5-methyl-1-[8-(trifluoromethyl)quinolin-5-yl]Piperidin-3-yl]Acetamide methyl-(R)-2-tert-butoxycarbonylamino-3-methoxypropionate